(5-chloro-2-pyridinyl)-2-methyl-8-(4-piperidinyl)chroman-4-ol ClC=1C=CC(=NC1)C1(OC2=C(C=CC=C2C(C1)O)C1CCNCC1)C